C(CCC)C1=NN(C(=C1O)CCC)CCC Butyl-4-hydroxy-1,5-di-n-propyl-pyrazol